COC=1C=C(NC2=CC=C(C=C2)S(=O)(=O)N2CCC(CC2)C2=NN=CN2C)C=CC1OC 3,4-dimethoxy-N-(4-((4-(4-methyl-4H-1,2,4-triazole-3-yl)piperidine-1-yl)sulfonyl)phenyl)aniline